Azetidin-1-yl-5-bromo-2-cyclobutanoxy-6-methylpyrimidine N1(CCC1)C1=NC(=NC(=C1Br)C)OC1CCC1